(4-amino-7-(4-(hydroxymethyl)-2-methyloxazol-5-yl)-2-(pyridin-2-ylmethyl)-2H-[1,2,3]triazolo[4,5-c]pyridin-6-yl)benzonitrile NC1=NC(=C(C=2C1=NN(N2)CC2=NC=CC=C2)C2=C(N=C(O2)C)CO)C2=C(C#N)C=CC=C2